6-Fluoro-N-(2-(hydroxymethyl)-2-methyl-6-morpholino-2,3-dihydrobenzofuran-5-yl)pyrazolo[1,5-a]pyrimidine-3-carboxamide FC=1C=NC=2N(C1)N=CC2C(=O)NC=2C(=CC1=C(CC(O1)(C)CO)C2)N2CCOCC2